ClC=1C(=CC(=C(C1)C1=NN=C(N1C)C1=C(C=CC=C1F)F)OC(F)F)F 3-(5-chloro-2-(difluoromethoxy)-4-fluorophenyl)-5-(2,6-difluorophenyl)-4-methyl-4H-1,2,4-triazole